(±)-10,11-Dihydro-N,5-dimethyl-5H-dibenzo[b,f]azepin-10-amine CN[C@@H]1CC2=C(N(C3=C1C=CC=C3)C)C=CC=C2 |r|